ClC1=CC(=C(C=C1Cl)NC1=NC(=NC=N1)NC=1C(=CC(=C(C1)NC(C=C)=O)N1C[C@@H](CC1)N(C)C)OC)C(C)(C)O (R)-N-(5-(4-(4,5-dichloro-2-(2-hydroxypropan-2-yl)phenylamino)-1,3,5-triazin-2-ylamino)-2-(3-(dimethylamino)pyrrolidin-1-yl)-4-methoxyphenyl)acrylamide